8-[4-(4-cyanophenyl)phenoxy]octyl 2,5-bis[[4-[2-[4-(6-hydroxyhexoxy)phenyl]ethynyl]benzoyl]oxy]benzoate OCCCCCCOC1=CC=C(C=C1)C#CC1=CC=C(C(=O)OC2=C(C(=O)OCCCCCCCCOC3=CC=C(C=C3)C3=CC=C(C=C3)C#N)C=C(C=C2)OC(C2=CC=C(C=C2)C#CC2=CC=C(C=C2)OCCCCCCO)=O)C=C1